3-((3-bromopyridin-2-yl)methyl)-2-((4-oxocyclohexyl)methyl)isoindolin-1-one BrC=1C(=NC=CC1)CC1N(C(C2=CC=CC=C12)=O)CC1CCC(CC1)=O